cubancarboxylic acid C12(C3C4C5C3C1C5C24)C(=O)O